2-(5-bromopyrimidin-2-yl)-5-cyclopropyl-1,2,4-triazol BrC=1C=NC(=NC1)N1N=C(N=C1)C1CC1